NC1CCC(CC1)N1N=C2C=C(C(=CC2=C1)NC(=O)C=1C=NN2C1N=CC=C2)OCC2CC2 N-[2-(4-aminocyclohexyl)-6-(cyclopropylmethoxy)indazol-5-yl]pyrazolo[1,5-a]pyrimidine-3-carboxamide